C=1N=CN2C1C1=CC=CC=C1C2C2CC1C(CN(C1)S(=O)(=O)N)C2 5-(5H-imidazo[5,1-a]isoindol-5-yl)hexahydrocyclopenta[c]pyrrole-2(1H)-sulfonamide